NC=1C(NC2=CC(=NC(=C2C1C1=C2C=NNC2=C(C=C1)F)OCC1=CC=CC=C1)C1CC1)=O 3-Amino-5-benzyloxy-7-cyclopropyl-4-(7-fluoro-1H-indazol-4-yl)-1H-1,6-naphthyridin-2-one